NC1=NNC2=CC(=CC(=C12)C1=CC=C(C=C1)C=1N(C=C(C(C1C(=O)N)=O)C1=CC=C(C=C1)F)C(C)C)C1CCN(CC1)C(C(C)C)=O (4-(3-amino-6-(1-isobutyrylpiperidin-4-yl)-1H-indazol-4-yl)phenyl)-5-(4-fluorophenyl)-1-isopropyl-4-oxo-1,4-dihydropyridine-3-carboxamide